BrC1=CC(=C(C=C1C)/N=C/N(C)CC)C (E)-N'-(4-bromo-2,5-dimethylphenyl)-N-ethyl-N-methylformamidine